(R)-2-(2-((3-(aminomethyl)pyrrolidin-1-yl)methyl)-4-chlorophenoxy)ethan-1-ol difumarate C(\C=C\C(=O)O)(=O)O.C(\C=C\C(=O)O)(=O)O.NC[C@@H]1CN(CC1)CC1=C(OCCO)C=CC(=C1)Cl